BrC1=CC(=C(C(=C1)[N+](=O)[O-])N(C(OC(C)(C)C)=O)C)Cl tert-butyl N-(4-bromo-2-chloro-6-nitro-phenyl)-N-methyl-carbamate